(±)-((cis)-3-fluoro-1-{[(4-methylbenzyl)oxy]carbonyl}piperidin-4-yl)acetic acid F[C@@H]1CN(CC[C@@H]1CC(=O)O)C(=O)OCC1=CC=C(C=C1)C |r|